4-amino-1-methyl-7-(6-morpholinopyridin-3-yl)-1H-pyrazolo[4,3-c]pyridin NC1=NC=C(C2=C1C=NN2C)C=2C=NC(=CC2)N2CCOCC2